FC=1C=C(C=C(C1)F)CC(=O)N[C@@H](CCOC1CC(C1)CCC1=NC=2NCCCC2C=C1)C(=O)O N-(2-(3,5-difluorophenyl)acetyl)-O-((1R,3R)-3-(2-(5,6,7,8-tetrahydro-1,8-naphthyridin-2-yl)ethyl)cyclobutyl)-L-homoserine